6-chloro-2-methyl-N-(6-methylpyridin-2-yl)nicotinamide methyl-4-((1-methyl-5-nitro-2'-oxo-1',2'-dihydro-[2,3'-bipyridin]-6-yl)amino)benzoate COC(C1=CC=C(C=C1)NC1C(=CC=C(N1C)C=1C(NC=CC1)=O)[N+](=O)[O-])=O.ClC1=NC(=C(C(=O)NC2=NC(=CC=C2)C)C=C1)C